FC=1C=C2C(=CN(C2=CC1)C1CN(CC1)CCOC)C 5-Fluoro-1-(1-(2-methoxyethyl)pyrrolidin-3-yl)-3-methyl-1H-indole